L-2-phosphonobutane-1,2,4-tricarboxylic acid P(=O)(O)(O)C(CC(=O)O)(CCC(=O)O)C(=O)O